(5-methylpyridinoyl-1,4,5,6-tetrahydropyrrolo[3,4-c]pyrazol-3-yl)methanone CC=1C=CC(=NC1)C(=O)N1N=C(C2=C1CNC2)C=O